(R*)-(4-fluoro-10,11-dihydrodibenzo[b,f]oxepin-10-yl)-N-methylmethanamine FC1=CC=CC2=C1OC1=C([C@@H](C2)CNC)C=CC=C1 |o1:10|